5-(chloro-methyl)-3-(2,2,2-trifluoro-ethyl)-1,2,4-oxadiazole ClCC1=NC(=NO1)CC(F)(F)F